5-difluoromethoxy-2-[(3,4-dimethoxy-2-pyridyl)methyl]thio-1H-benzimidazole FC(OC1=CC2=C(NC(=N2)SCC2=NC=CC(=C2OC)OC)C=C1)F